Cl\C(\C(F)(F)F)=C(\C(F)(F)F)/Cl (Z)-2,3-dichlorohexafluoro-2-butene